(Z)-2-iodo-3-methoxypropenoate I\C(\C(=O)[O-])=C/OC